3-bromo-2-tetrahydrofuran-3-yloxy-pyridine BrC=1C(=NC=CC1)OC1COCC1